F[C@]1(CN(CC[C@H]1O)C1=NC=CC(=N1)NC=1N=CC2=C(N=CC(=C2C1)CC1(COC1)C)N1[C@H](CC1)C)C (3S,4R)-3-fluoro-3-methyl-1-(4-((8-((S)-2-methylazetidin-1-yl)-5-((3-methyloxetan-3-yl)methyl)-2,7-naphthyridin-3-yl)amino)pyrimidin-2-yl)piperidin-4-ol